C(CCCCCCCCC(=O)O)(=O)O decanedioic acid